ClC1=NC=C(C(=N1)C=1C=NN(C1)CCC#N)C 3-(4-(2-chloro-5-methylpyrimidin-4-yl)-1H-pyrazol-1-yl)propionitrile